NC1=C(C=C(C=N1)C=1C=C2N(N1)CCC21CN(CC1)C(=O)NCC=1C=NC=CC1)C(F)(F)F 2'-[6-amino-5-(trifluoromethyl)pyridin-3-yl]-N-[(pyridin-3-yl)methyl]-5',6'-dihydrospiro[pyrrolidine-3,4'-pyrrolo[1,2-b]pyrazole]-1-carboxamide